FC(OC=1C=C(C=C(C1)F)C1=CC=C2C(N(CN(C2=C1)S(=O)(=O)C1=CC(=CC=C1)C(F)(F)F)CC(C(=O)O)(C)C)=O)F 3-(7-(3-(difluoromethoxy)-5-fluorophenyl)-4-oxo-1-((3-(trifluoromethyl)phenyl)sulfonyl)-1,2-dihydroquinazolin-3(4H)-yl)-2,2-dimethylpropionic acid